N-[(1S,4S)-2-ethyl-2-azabicyclo[2.2.1]heptan-5-yl]-N-methyl-2-(1-phenyl-1H-pyrazol-4-yl)-1,3-thiazole-4-carboxamide C(C)N1[C@@H]2CC([C@H](C1)C2)N(C(=O)C=2N=C(SC2)C=2C=NN(C2)C2=CC=CC=C2)C